Cl.C1(=CC=CC=C1)CCN 2-phenylethyl-amine hydrochloride